CC=1C(=NC(N([C@H]2C[C@H](O)[C@@H](CO)O2)C1)=O)N 5-Methyl-Desoxycytidin